2-(4-(4-cyclopropyl-4H-1,2,4-triazol-3-yl)pyrimidin-2-yl)isoindolin-1-one C1(CC1)N1C(=NN=C1)C1=NC(=NC=C1)N1C(C2=CC=CC=C2C1)=O